methyl (2Z)-2-{(2S)-1-[4'-fluoro-2-(trifluoromethyl) [biphenyl]-4-yl]-2-hydroxypropylidene}hydrazinecarboxylate FC1=CC=C(C=C1)C1=C(C=C(C=C1)/C(/[C@H](C)O)=N/NC(=O)OC)C(F)(F)F